aluminium zirconium salt [Zr].[Al]